3-[2-(2,3-dihydroxypropylsulfanyl)-4-methyl-phenyl]-sulfanylpropane-1,2-diol OC(CSC1=C(C=CC(=C1)C)CC(C(O)S)O)CO